ClC1=CC=C(C=C1)C1=CC(=NC=C1)N1CCN(CC1)C(=O)O 4-(4-(4-Chlorophenyl)pyridin-2-yl)piperazine-1-carboxylic acid